C[C@H](CS(=O)(=O)N)CC=C (S)-2-METHYLPENT-4-ENE-1-SULFONAMIDE